tetrahydrothiophene 1-oxide S1(CCCC1)=O